3-(2-amino-[1,2,4]triazolo[1,5-a]pyridin-7-yl)-2-fluoro-N-(3-(3-fluoro-2-methoxyphenyl)-3-hydroxypropyl)-6-methylbenzamide NC1=NN2C(C=C(C=C2)C=2C(=C(C(=O)NCCC(O)C3=C(C(=CC=C3)F)OC)C(=CC2)C)F)=N1